C1(=CC=CC=C1)CN1CC2(CCC(C1)N2CC2=CC=CC=C2)COCC 3,8-diphenylmethyl-1-(ethoxymethyl)-3,8-diazabicyclo[3.2.1]octan